tert-Butyl (NE)-N-{(4S)-4-[3-(benzyloxycarbonylamino)-2-chlorophenyl]-1-(4,4-difluorocyclohexyl)-4-methyl-6-oxohexahydropyrimidin-2-ylidene}carbamate C(C1=CC=CC=C1)OC(=O)NC=1C(=C(C=CC1)[C@]1(N/C(/N(C(C1)=O)C1CCC(CC1)(F)F)=N\C(OC(C)(C)C)=O)C)Cl